C(C)C1C(C1)(C(=O)OCC1=CC2=CC3=CC=CC=C3C=C2C=C1)O[C@@H]([C@@H](C(=O)OC)NC(=O)OCC1=CC=CC=C1)C Anthracene-2-yl-methanol ethyl-1-[(1R,2S)-2-(benzyloxycarbonylamino)-3-methoxy-1-methyl-3-oxo-propoxy]cyclopropanecarboxylate